5-((S)-3-(((1-(2-(4-(4-chloro-1,2-diphenylbut-1-en-1-yl)phenoxy)ethyl)piperidin-4-yl)methyl)amino)piperidin-1-yl)-2-(2,6-dioxopiperidin-3-yl)isoindoline-1,3-dione ClCCC(=C(C1=CC=CC=C1)C1=CC=C(OCCN2CCC(CC2)CN[C@@H]2CN(CCC2)C=2C=C3C(N(C(C3=CC2)=O)C2C(NC(CC2)=O)=O)=O)C=C1)C1=CC=CC=C1